NC1=NC=CC(=C1Cl)SC=1C=2N(C(=NC1)N1CCC3(CC1)[C@@H](C1=CC=C(C=C1C3)C#C)N[S@](=O)C(C)(C)C)C=CN2 (R)-N-((S)-1'-(8-((2-amino-3-chloropyridin-4-yl)thio)imidazo[1,2-c]pyrimidin-5-yl)-5-ethynyl-1,3-dihydrospiro[inden-2,4'-piperidin]-1-yl)-2-methylpropan-2-sulfinamide